CC=1C(=NNC1)C=1C=C2CN(C(C2=CC1)=O)C1C(NC(CC1)=O)=O 3-(5-(4-methyl-1H-pyrazol-3-yl)-1-oxoisoindolin-2-yl)piperidine-2,6-dione